CN1C2=CC=CC=C2SC3=C1C=C(C=C3)CC(=O)O The molecule is phenothiazine substituted at nitrogen by a methyl group and at C-2 by a carboxymethyl group. It has a role as a non-steroidal anti-inflammatory drug and a drug allergen. It derives from a 10H-phenothiazine.